3-((phenylsulfonyl)methyl)piperidine-1-carboxylic acid tert-butyl ester C(C)(C)(C)OC(=O)N1CC(CCC1)CS(=O)(=O)C1=CC=CC=C1